Phenyl (4-(4-(methylcarbamoyl)-1,5-naphthyridin-2-yl)phenyl)carbamate CNC(=O)C1=CC(=NC2=CC=CN=C12)C1=CC=C(C=C1)NC(OC1=CC=CC=C1)=O